(R)-N-{(1S)-1-[(1R,5S,8R)-3-benzyl-3-azabicyclo[3.2.1]oct-8-yl]ethyl}-2-methylpropan-2-sulfinamide C(C1=CC=CC=C1)N1C[C@@H]2CC[C@H](C1)C2[C@H](C)N[S@](=O)C(C)(C)C